NC1=C(C=C(C=N1)C=1C=C2N(N1)CC[C@]21CN(CC1)C(=O)NC(C)C)OC(C)C=1N=NN(C1)C (3R)-2'-(6-amino-5-{[1-(1-methyl-1H-1,2,3-triazol-4-yl)ethyl]oxy}pyridin-3-yl)-N-(propan-2-yl)-5',6'-dihydrospiro[pyrrolidine-3,4'-pyrrolo[1,2-b]pyrazole]-1-carboxamide